BrC1=CC=C(C(=O)C2C(CCCC2)C(=O)NC2=C(C(=NS2)C)C#N)C=C1 2-(4-bromobenzoyl)-N-(4-cyano-3-methyl-1,2-thiazol-5-yl)cyclohexanecarboxamide